2-[3,5-dichloro-4-(5-isopropyl-6-oxo-1,6-dihydro-pyridazin-3-yloxy)phenyl]-3,5-dioxo-2,3,4,5-tetrahydro-[1,2,4]triazine-6-carbonitrile ClC=1C=C(C=C(C1OC1=NNC(C(=C1)C(C)C)=O)Cl)N1N=C(C(NC1=O)=O)C#N